6-bromo-3-{[2-(trimethylsilyl)ethoxy]methyl}-1,2,3-benzotriazole-4-carbaldehyde BrC=1C=C(C2=C(N=NN2COCC[Si](C)(C)C)C1)C=O